(2,2,2-trifluoro-1-methyl-ethyl) N-[4-chloro-2-[[(1S)-3-(cyclopropylamino)-1-[[(3S,5R)-5-methyl-2-oxo-pyrrolidin-3-yl]methyl]-2,3-dioxo-propyl]carbamoyl]phenyl]carbamate ClC1=CC(=C(C=C1)NC(OC(C(F)(F)F)C)=O)C(N[C@H](C(C(=O)NC1CC1)=O)C[C@H]1C(N[C@@H](C1)C)=O)=O